C(C1=CC=CC=C1)N1N=CC(=C1)C(C(C)[N+](=O)[O-])O 1-(1-benzylpyrazol-4-yl)-2-nitro-propan-1-ol